C(=O)C1=CC=C(S1)SC1CN(C1)C(=O)OC(C)(C)C tert-Butyl 3-((5-formylthiophen-2-yl)thio)azetidine-1-carboxylate